C(C)(C)(C)OC(N(CCC(F)(F)F)CCC)=O N-propyl-N-(3,3,3-trifluoropropyl)carbamic acid tert-butyl ester